2-methyl-4-(3-pyrrolidin-1-yl-sulfonylphenyl)isoquinolin-1-one CN1C(C2=CC=CC=C2C(=C1)C1=CC(=CC=C1)S(=O)(=O)N1CCCC1)=O